CC(C(CC)=O)CC(C=C)=O 4-methyl-3,6-dioxo-7-octene